6-bromo-4-chloropyrido[2,3-d]pyrimidine BrC1=CC2=C(N=CN=C2Cl)N=C1